C(C)NC1=C(C=CC(=N1)NC=1C=2N(N=C(C1)N[C@@H]1[C@H](CCCC1)O)C(=CN2)C#N)C(=O)N2CCCC2 8-{[6-(Ethylamino)-5-(pyrrolidin-1-carbonyl)pyridin-2-yl]amino}-6-{[(1S,2S)-2-hydroxycyclohexyl]amino}imidazo[1,2-b]pyridazin-3-carbonitril